N-(4-fluorophenyl)-N-(2-(4-(2-(thiophen-2-yl)ethyl)piperazin-1-yl)ethyl)cyclopropanecarboxamide FC1=CC=C(C=C1)N(C(=O)C1CC1)CCN1CCN(CC1)CCC=1SC=CC1